ClC1=CC=C(C=C1)C1=CN(C=2N=CN=C(C21)N)C(C)(C)C=2N=NN(C2)C2=C(C=CC=C2)F 5-(4-chlorophenyl)-7-{2-[1-(2-fluorophenyl)-1H-1,2,3-triazol-4-yl]propan-2-yl}-7H-pyrrolo[2,3-d]pyrimidin-4-amine